4,6-dimethoxy-N,N-bis[(4-methoxyphenyl)methyl]-5-(oxetan-3-ylmethoxy)pyrimidin-2-amine COC1=NC(=NC(=C1OCC1COC1)OC)N(CC1=CC=C(C=C1)OC)CC1=CC=C(C=C1)OC